N-(2-(1-((2-(2,4-dioxotetrahydropyrimidin-1(2H)-yl)-5-fluoropyridin-4-yl)methyl)piperidin-4-yl)-5-(2-hydroxypropane-2-yl)benzo[d]oxazol-6-yl)-6-(trifluoromethyl)nicotinamide O=C1N(CCC(N1)=O)C1=NC=C(C(=C1)CN1CCC(CC1)C=1OC2=C(N1)C=C(C(=C2)NC(C2=CN=C(C=C2)C(F)(F)F)=O)C(C)(C)O)F